CC1=C(C=C(C=C1)C)C=1N=C(SC1CC)C=1C(OC2=CC(=CC=C2C1)OC(C)=O)=O Acetic acid 3-[4-(2,5-dimethyl-phenyl)-5-ethyl-thiazol-2-yl]-2-oxo-2H-chromen-7-yl ester